C(C)OC(=O)C=1SC2=C(C1)C=C(C(=C2)OC)Br 5-bromo-6-methoxy-1-benzothiophene-2-carboxylic acid ethyl ester